O[C@H]1C[C@@H]2COC3=C(C(N2C1)=O)C(=CC(=C3)C)O[C@@H](C(F)(F)F)C (2S,11aR)-2-hydroxy-8-methyl-6-(((R)-1,1,1-trifluoropropan-2-yl)oxy)-2,3,11,11a-tetrahydro-1H,5H-benzo[f]pyrrolo[2,1-c][1,4]oxazepin-5-one